5-ethyl-2',3'-dideoxy-3'-azidocytidine C(C)C=1C(=NC(N([C@H]2C[C@@H]([C@@H](CO)O2)N=[N+]=[N-])C1)=O)N